6-Hydroxy-7-methoxy-2-(2-(5-phenylthiophen-2-yl)ethyl)-1,2,3,4-tetrahydroisoquinoline OC=1C=C2CCN(CC2=CC1OC)CCC=1SC(=CC1)C1=CC=CC=C1